NC1=NC=CC(=C1C#CC1CC1)OC1=C(C=C(C=C1)NC(=O)C=1C=NN(C1C(F)(F)F)C1=NC=CC=C1F)F N-(4-((2-amino-3-(cyclopropylethynyl)pyridin-4-yl)oxy)-3-fluorophenyl)-1-(3-fluoropyridin-2-yl)-5-(trifluoromethyl)-1H-pyrazole-4-carboxamide